2,2'-((4-((2,5-dimethoxy-4-((4-nitrophenyl)diazenyl)phenyl)diazenyl)-3-methylphenyl)azanediyl)-bis(ethan-1-ol) COC1=C(C=C(C(=C1)N=NC1=CC=C(C=C1)[N+](=O)[O-])OC)N=NC1=C(C=C(C=C1)N(CCO)CCO)C